OC1CC(N(C1)C(=O)[O-])COC 4-hydroxy-2-(methoxymethyl)pyrrolidine-1-carboxylate